C(C)(C)NC(=O)C12CC3(CC(CC(C1)C3)C2)NC(=O)C2=NC(=CC=C2)C 6-Methyl-pyridine-2-carboxylic acid (3-isopropylcarbamoyl-adamantan-1-yl)-amide